FC1(C(C1)(C(=O)ON1C(C2=CC=CC=C2C1=O)=O)C)F 1,3-dioxoisoindolin-2-yl 2,2-difluoro-1-methylcyclopropane-1-carboxylate